C1(=CC=CC=C1)C=1[C@H]2C=C([C@@H](C1)CC2)C2=CC=CC=C2 (1R,4R)-2,5-diphenyl-bicyclo[2.2.2]octa-2,5-diene